C(#N)COC1=C(C(=C(C=C1)C1=CN=C(N1C)C(=O)N)F)F 5-[4-(cyanomethoxy)-2,3-difluoro-phenyl]-1-methyl-imidazole-2-carboxamide